COC1=CC=C(C=C1)C(C)(C)C=1N=C(SC1)NC(NCC=1C=CC(=C(C(=O)N)C1)N1CC(NCC1)C)=O 5-((3-(4-(2-(4-methoxyphenyl)propan-2-yl)thiazol-2-yl)ureido)methyl)-2-(3-methylpiperazin-1-yl)benzamide